C(C1=CC=CC=C1)(C1=CC=CC=C1)NC1=C(C=C(C=N1)N1CCN(C2(CC2)C1)C(=O)OC(C)(C)C)C tert-butyl 7-(6-((benzhydryl) amino)-5-methylpyridin-3-yl)-4,7-diazaspiro[2.5]octane-4-carboxylate